Hexane-6-carbonitrile hydrochloride Cl.CCCCCCC#N